C1(CCCCC1)N1C(=CC=2C1=C1C(=NC2)NC=C1)C1=C(C=CC=C1)F 1-cyclohexyl-2-(2-fluorophenyl)-1,6-dihydrodipyrrolo[2,3-b:2',3'-d]Pyridine